COC1=CC=C(C=C1)C1CC(=NN1C(CC)=O)C1=CC2=C(NC(C=C2)=O)S1 (5-(4-Methoxyphenyl)-1-propionyl-4,5-dihydro-1H-pyrazol-3-yl)thieno[2,3-b]pyridin-6(7H)-one